2-(4-(1,2-Dihydroxyethyl)phenyl)-3-(1,3-dioxoisoindolin-2-yl)-N-(thieno[2,3-c]pyridin-2-yl)propanamide OC(CO)C1=CC=C(C=C1)C(C(=O)NC1=CC=2C(=CN=CC2)S1)CN1C(C2=CC=CC=C2C1=O)=O